ClC1=C(C(=O)N2COC3=C(C2)C=CC=C3C3=CC(=C(C(=O)O)C=C3F)N3C2COCC3CC2)C(=CC(=C1)N1CCN(C2(CC2)C1)C)Cl 4-[3-[2,6-dichloro-4-(4-methyl-4,7-diazaspiro[2.5]octan-7-yl)benzoyl]-2,4-dihydro-1,3-benzoxazine-8-yl]-5-fluoro-2-(3-oxa-8-azabicyclo[3.2.1]octan-8-yl)benzoic acid